ClC=1N=C(C2=C(N1)C(=C(N=C2)Cl)F)NC2CC2 2,7-dichloro-N-cyclopropyl-8-fluoropyrido[4,3-d]pyrimidin-4-amine